(1S,3R)-1-(1,3-benzodioxol-5-yl)-2-(chloroacetyl)-2,3,4,9-tetrahydro-1H-pyrido[3,4-B]indole-3-carboxylate O1COC2=C1C=CC(=C2)[C@@H]2N([C@H](CC1=C2NC2=CC=CC=C12)C(=O)[O-])C(CCl)=O